2-[2-chloro-4-(tri-fluoromethoxy)-phenoxy]-N-(3-fluorophenyl)-5-(trifluoromethyl)-pyridine ClC1=C(OC2N(C=C(C=C2)C(F)(F)F)C2=CC(=CC=C2)F)C=CC(=C1)OC(F)(F)F